COC(=O)C1=NC(=CC=C1)C(=O)N1CCOCC1 6-(morpholine-4-carbonyl)-2-pyridinecarboxylic acid methyl ester